4-(4-iodo-3,5-dimethoxy-phenyl)-1-tetrahydropyran-2-yl-pyrazole IC1=C(C=C(C=C1OC)C=1C=NN(C1)C1OCCCC1)OC